C(C)(CC)O[Al](OC(C)C)OC(C)C mono(sec-butoxy)di(isopropoxy)aluminum